[Si](C)(C)(C(C)(C)C)O[C@H]1C[C@@H](O[C@@H]1CO[Si](C)(C)C(C)(C)C)N1C2=NC=NC(=C2N=C1)N 9-((2R,4S,5R)-4-((tert-butyldimethylsilyl)oxy)-5-(((tert-butyldimethylsilyl)oxy)methyl)tetrahydrofuran-2-yl)-9H-purin-6-amine